The molecule is an enynal that is nonenal with a double bond at position 2 and triple bonds at positions 4, 6, and 8. It has a role as a metabolite. C#CC#CC#C/C=C/C=O